4-bromo-3-methoxy-N-((1S,2R)-1-(5-oxo-4,5-dihydro-1,3,4-oxadiazol-2-yl)-2-(5,6,7,8-tetrahydronaphthalen-1-yl)propyl)benzenesulfonamide BrC1=C(C=C(C=C1)S(=O)(=O)N[C@@H]([C@H](C)C1=CC=CC=2CCCCC12)C=1OC(NN1)=O)OC